C(C)(=O)OC[C@H]1O[C@H]([C@@H](C1)OC(C)=O)N1C2=NC(=NC=C2N(C1=O)CCC(C(F)(F)F)(F)F)N ((2S,4R,5R)-4-Acetoxy-5-(2-amino-8-oxo-7-(3,3,4,4,4-pentafluorobutyl)-7,8-dihydro-9H-purin-9-yl) tetrahydrofuran-2-yl)methyl acetate